FC=1C=C(C=CC1F)C1=CC=C(O1)C(=O)NC(C)C 5-(3,4-difluorophenyl)-N-isopropylfuran-2-carboxamide